N1=CC(=CC=C1)C=1C=C(C=CC1)C1=NC(=NO1)C1N(CCC1)C#N 2-(5-(3-(pyridin-3-yl)phenyl)-1,2,4-oxadiazol-3-yl)pyrrolidine-1-carbonitrile